C1(C(C=CC=2C3=CC=CC=C3CC12)=O)=O Fluorendion